2',7'-dibromo-spiro(cyclohexane-1,9'-fluorene) BrC1=CC=2C3(C4=CC(=CC=C4C2C=C1)Br)CCCCC3